racemic-(3S,4R,5R)-3-fluoro-1-(4-((5-isopropyl-8-(3-((methylsulfonyl)methyl)azetidin-1-yl)isoquinolin-3-yl)amino)pyrimidin-2-yl)-5-methoxypiperidin-4-ol F[C@H]1CN(C[C@H]([C@H]1O)OC)C1=NC=CC(=N1)NC=1N=CC2=C(C=CC(=C2C1)C(C)C)N1CC(C1)CS(=O)(=O)C |r|